(2R,3R)-1-[4-(4-fluoro-2-methyl-benzyloxy)-benzenesulfonyl]-3-hydroxy-3-methyl-piperidine-2-carboxylic acid hydroxyamide ONC(=O)[C@@H]1N(CCC[C@@]1(C)O)S(=O)(=O)C1=CC=C(C=C1)OCC1=C(C=C(C=C1)F)C